2-(2-(5-oxo-3-phenyl-1-(4-phenylthiazol-2-yl)-1,5-dihydro-4H-pyrazol-4-ylidene)hydrazineyl)thiazole-5-carboxamide O=C1C(C(=NN1C=1SC=C(N1)C1=CC=CC=C1)C1=CC=CC=C1)=NNC=1SC(=CN1)C(=O)N